trans-2-[4-(4-chlorophenyl)-5-(4-pyridin-2-yloxy-cyclohexyl)-1,2,4-triazol-3-yl]-N,N-dimethylethylamine ClC1=CC=C(C=C1)N1C(=NN=C1[C@@H]1CC[C@H](CC1)OC1=NC=CC=C1)CCN(C)C